ClC1=CC(=NC=N1)OC1=C(C=CC=C1)/C(/C(=O)[O-])=C\OC (E)-2-[2-(6-chloropyrimidin-4-yloxy) phenyl]-3-methoxyacrylate